NC[C@H](CC(=O)O)C[C@@H](\C=C\C)C (E)-(3s,5s)-3-aminomethyl-5-methyl-oct-6-enoic acid